BrC=1C=CC(=C(C1)CNC(OC(C)(C)C)=O)OC tert-butyl N-[(5-bromo-2-methoxy-phenyl)methyl]carbamate